NC=1SC(=C(N1)C(=O)NC1C(NC(CC1)=O)=O)OC 2-amino-N-(2,6-dioxopiperidin-3-yl)-5-methoxythiazole-4-carboxamide